1-azabicyclo[4.2.0]oct-2-ene-2-carboxylate N12C(=CCCC2CC1)C(=O)[O-]